7,7'-(2-bromo-1,3-phenylene)bis(10-(tert-butyl)-7H-benzo[c]carbazole) BrC1=C(C=CC=C1N1C=2C=CC(=CC2C=2C3=C(C=CC12)C=CC=C3)C(C)(C)C)N3C=1C=CC(=CC1C=1C2=C(C=CC31)C=CC=C2)C(C)(C)C